FC1=CC=C(C(=O)O)C=C1 4-(fluoro)benzoic acid